BrC1=CC(=C(C(=C1)C)N1C(N=C(C2=C1N=C(C(=C2)Cl)C2=C(C=CC=C2)F)N2[C@H](CN(CC2)C(=O)OC(C)(C)C)C)=O)C(C)C tert-butyl (S)-4-(1-(4-bromo-2-isopropyl-6-methylphenyl)-6-chloro-7-(2-fluorophenyl)-2-oxo-1,2-dihydropyrido[2,3-d]pyrimidin-4-yl)-3-methylpiperazine-1-carboxylate